tert-butyl N-(4-bromopyrimidin-2-yl)-N-tert-butoxycarbonyl-carbamate BrC1=NC(=NC=C1)N(C(OC(C)(C)C)=O)C(=O)OC(C)(C)C